prop-2-en-1-yl N-[({[3-(5-{[({3-chloro-4-[2-(methylsulfanyl)ethyl]phenyl}carbamoyl)amino]methyl}-1-oxo-3H-isoindol-2-yl)-2,6-dioxopiperidin-1-yl]methyl}carbamoyl)methyl]carbamate ClC=1C=C(C=CC1CCSC)NC(=O)NCC=1C=C2CN(C(C2=CC1)=O)C1C(N(C(CC1)=O)CNC(=O)CNC(OCC=C)=O)=O